5-bromo-3-methylpicolic acid BrC=1C=C(C(=NC1)C(=O)O)C